N1=NC(=CC=C1)NC(C1=NC=CC=C1)=O N-(pyridazin-3-yl)picolinamide